1-{4-[(3S)-2,3-dihydro[1,4]dioxino[2,3-b]pyridin-3-yl]benzyl}-N-(2-hydroxyethyl)piperidine-4-carboxamide O1C[C@@H](OC2=NC=CC=C21)C2=CC=C(CN1CCC(CC1)C(=O)NCCO)C=C2